2,3,5-trifluoro-4-hydroxy-N-({(1r,4r)-4-[6-(1H-pyrazol-1-yl)-2H-indazol-2-yl]cyclohexyl}methyl)benzamide, trifluoroacetate salt FC(C(=O)O)(F)F.FC1=C(C(=O)NCC2CCC(CC2)N2N=C3C=C(C=CC3=C2)N2N=CC=C2)C=C(C(=C1F)O)F